C(C#C)OCCO 2-(prop-2-yn-1-yloxy)ethanol